[I-].C[N+](CCC1=CNC2=C(C=CC=C12)C)(C)C trimethyl[2-(7-methyl-1H-indol-3-yl)ethyl]azanium iodide